4-[4-(1-METHYLETHYL)-1-piperazinyl]benzenamine CC(C)N1CCN(CC1)C1=CC=C(C=C1)N